2,7-bis(1,1-dimethylethyl)-9H-carbazol CC(C)(C)C1=CC=2NC3=CC(=CC=C3C2C=C1)C(C)(C)C